NC=1N=NC(=CC1N1C[C@H]2CC[C@@H](C1)N2C=2C=C(OC1CCN(CC1)C1CCC(CC1)C1=C3CCN(C3=CC=C1)C1C(NC(CC1)=O)=O)C=CC2)C2=C(C=CC=C2)O 3-(4-((1S,4s)-4-(4-(3-((1R,5S)-3-(3-amino-6-(2-hydroxyphenyl)pyridazin-4-yl)-3,8-diazabicyclo[3.2.1]octan-8-yl)phenoxy)piperidin-1-yl)cyclohexyl)indolin-1-yl)piperidine-2,6-dione